NCCOCCOCCNC=1C(=C(C(=O)NC=2SC(=C(N2)C)C)C=CC1)C 3-((2-(2-(2-Aminoethoxy)ethoxy)ethyl)amino)-N-(4,5-dimethylthiazol-2-yl)-2-methylbenzamide